C(C)(C)(C)OC(=O)N(CC(=O)O)CC1CC1 N-(tert-butoxycarbonyl)-N-(cyclopropylmethyl)glycine